CC(=O)NP(=O)(OC)SC O,S-Dimethyl N-acetylphosphoramidothioate